(S)-6-amino-5-(3-hydroxy-2,6-dimethylphenyl)-2-isopropyl-3-methyl-4-oxo-4,5-dihydrothieno[3,2-c]pyridine-7-carboxamide NC1=C(C2=C(C(N1C1=C(C(=CC=C1C)O)C)=O)C(=C(S2)C(C)C)C)C(=O)N